C(CCCCCCCCCCCCCCCCC)OC(CCC1=CC(=C(C(=C1)C(C)(C)C)O)C(C)(C)C)=O 3,5-di-tert-butyl-4-hydroxyhydrocinnamic acid n-octadecyl ester